C(C)(C)(C)OC(=O)N1CCC(CC1)(O)C1(SCCCS1)C=1C(=NC=CC1)F 4-[2-(2-fluoropyridin-3-yl)-1,3-dithian-2-yl]-4-hydroxypiperidine-1-carboxylic acid tert-butyl ester